FC1=C(C(=CC=C1)F)NC(=O)OC(C(=O)OC(C)C)CC1=NC=CC=N1 Propan-2-yl 2-{[(2,6-difluoro-phenyl)carbamoyl]oxy}-3-(pyrimidin-2-yl)propanoate